CC1N(C1C)C(CC(=O)[O-])(N1C(C1C)C)N1C(C1C)C tris[2,3-dimethyl-(1-aziridinyl)]propionate